FC=1C(=CC(=NC1)NC1=CC(=C2C(=N1)NN(C2=O)C)NC2=C(C(=CC=C2)C2=NN(C=C2)C)OC)C 6-((5-fluoro-4-methylpyridin-2-yl)amino)-4-((2-methoxy-3-(1-methyl-1H-pyrazol-3-yl)phenyl)amino)-2-methyl-1,2-dihydro-3H-pyrazolo[3,4-b]pyridin-3-one